NC(C(=O)O)(CCCCB(O)O)CCCNCCC1=C(C=C(C=C1)Cl)Cl 2-amino-6-borono-2-(3-(2,4-dichlorophenethylamino)propyl)hexanoic acid